ethyl 2-(((6aR,8R)-2-chloro-6a-methyl-5,6,6a,7,8,9-hexahydropyrrolo[1',2':4,5]pyrazino[2,3-c]pyridazin-8-yl)oxy)-4-methylpyrimidine-5-carboxylate ClC=1C=C2C(=NN1)NC[C@@]1(N2C[C@@H](C1)OC1=NC=C(C(=N1)C)C(=O)OCC)C